(2-(2,6-diphenylpyridin-4-yl)pyrimidin-4-yl)boronic acid C1(=CC=CC=C1)C1=NC(=CC(=C1)C1=NC=CC(=N1)B(O)O)C1=CC=CC=C1